2-((1H-pyrrolo[2,3-b]pyridin-5-yl)oxy)-4-(4-(3-(3-chlorophenyl)pyrrolidin-1-yl)cyclohexyl)-N-((3-nitro-4-(((tetrahydro-2H-pyran-4-yl)methyl)amino)phenyl)sulfonyl)benzamide N1C=CC=2C1=NC=C(C2)OC2=C(C(=O)NS(=O)(=O)C1=CC(=C(C=C1)NCC1CCOCC1)[N+](=O)[O-])C=CC(=C2)C2CCC(CC2)N2CC(CC2)C2=CC(=CC=C2)Cl